ClC1=CC=C(C=C1)C1=NN(CCC1C=1SC=CC1)\C(\[N+]1=CC=C(C=C1)N(C)C)=N/S(=O)(=O)C1=CC=C(C=C1)C(F)(F)F (Z)-1-((3-(4-chlorophenyl)-4-(thiophen-2-yl)-5,6-dihydropyridazine-1(4H)-yl)(((4-(trifluoromethyl)phenyl)sulfonyl)imino)methyl)-4-(dimethylamino)pyridin-1-ium